[N+](=O)([O-])C1=CC=C(C=C1)N1CCN(CC1)CC(=O)NCC1=NC=CC=C1 2-[4-(4-nitrophenyl)piperazin-1-yl]-N-(pyridin-2-ylmethyl)acetamide